ClC1=CC=C(C[C@H]2C(N[C@H]3C[C@@H]23)=O)C=C1 (1S,4R,5S)-4-(4-chlorobenzyl)-2-azabicyclo[3.1.0]hexan-3-one